C1(CC1)[C@@]1(NC(NC1=O)=O)CCC(=O)O 3-[(4S)-4-cyclopropyl-2,5-dioxo-imidazolidin-4-yl]propanoic acid